(R)-4-(4-iodo-1-(1-((2-(trimethylsilyl)ethoxy)methyl)-1H-pyrazol-5-yl)-1H-pyrazolo[3,4-b]Pyridin-6-yl)-3-methylmorpholine IC1=C2C(=NC(=C1)N1[C@@H](COCC1)C)N(N=C2)C2=CC=NN2COCC[Si](C)(C)C